N-(7-fluoroquinazolin-4-yl)-O-((1S,3R)-3-(2-(5,6,7,8-tetrahydro-1,8-naphthyridin-2-yl)ethyl)cyclobutyl)homoserine FC1=CC=C2C(=NC=NC2=C1)N[C@@H](CCOC1CC(C1)CCC1=NC=2NCCCC2C=C1)C(=O)O